C(C)N1C[C@@H]([C@@H](CC1)NC1=C2C=C(N(C2=CC=C1)CC(F)(F)F)C#CCNC1=C(C=C(C(=O)OCC)C=C1)OC)F ethyl 4-{[3-(4-{[(3S,4R)-1-ethyl-3-fluoropiperidin-4-yl]amino}-1-(2,2,2-trifluoroethyl)-1H-indol-2-yl)prop-2-yn-1-yl]amino}-3-methoxybenzoate